O1N=CC(=C1)C1=CC=CC2=C1C=C(O2)C#CCNC(OC(C)(C)C)=O tert-butyl (3-(4-(isoxazol-4-yl)benzofuran-2-yl)prop-2-yn-1-yl)carbamate